FC=1C(=NC(=NC1)N)C=1C=C(C2=C(N(C(=N2)C)C(C)C)C1)F 5-fluoro-4-[4-fluoro-2-methyl-1-isopropyl-1H-benzimidazol-6-yl]-2-pyrimidinamine